OCC1C(C1)C1=NC=CC(=N1)NC(OC(C)(C)C)=O tert-butyl (2-(2-(hydroxymethyl)cyclopropyl)pyrimidin-4-yl)carbamate